2-(6-methyl-8-(piperidin-4-yl)-6,6a,7,8,9,10-hexahydro-5H-pyrazino[1',2':4,5]pyrazino[2,3-c]pyridazin-2-yl)phenol CC1C2N(C=3C(=NN=C(C3)C3=C(C=CC=C3)O)N1)CCN(C2)C2CCNCC2